tert-butyl 8-hydroxy-10-methyl-11-oxo-8-phenyl-3,4,8,9,10,11-hexahydro-1H-pyrido[4',3':3,4]pyrazolo-[1,5-a][1,4]diazepine-2(7H)-carboxylate OC1(CN(C(C=2N(C1)N=C1C2CN(CC1)C(=O)OC(C)(C)C)=O)C)C1=CC=CC=C1